C(C)(=O)OC1CC(CCC1O)OC(C)=O 6-hydroxycyclohexane-1,3-diyl diacetate